C1(C=2C(CNN1)=COC(C2)=O)=O dihydro-1H-pyrano[3,4-d]pyridazine-1,7(2H)-dione